C(CCC)C=1C(=C(C=C(C1)O)O)C 5-Butyl-4-methylbenzene-1,3-diol